ClC1=C(C=C(C(=O)N2CCN(CC2)C2CCC(CC2)C(=O)O)C=C1)N1C(NC(CC1)=O)=O 4-(4-(4-chloro-3-(2,4-dioxotetrahydropyrimidin-1(2H)-yl)benzoyl)piperazin-1-yl)cyclohexane-1-carboxylic acid